N-(1-(4-(4-chloro-3-(4-azaspiro[2.4]hept-4-yl)benzyl)piperazine-1-carbonyl)-1H-pyrazol-3-yl)methanesulfonamide Phenolat C1(=CC=CC=C1)[O-].ClC1=C(C=C(CN2CCN(CC2)C(=O)N2N=C(C=C2)NS(=O)(=O)C)C=C1)N1C2(CC2)CCC1